C1(CC1)C1=CC=C(C2=CC=CC=C12)NC=1C2=C(N=C(N1)SC(C(=O)[O-])(C)C)SC=C2 2-((4-((4-Cyclopropylnaphthalen-1-yl) amino) thieno[2,3-d]pyrimidin-2-yl) thio)-2-methylpropionate